NC1=NC(=NC=C1C(=O)O)N1[C@H](CN(CC1)C=1N=CC2=C(N1)CCN(C2)C(=O)OC(C)(C)C)CO (R)-4-amino-2-(4-(6-(tert-butoxycarbonyl)-5,6,7,8-tetrahydropyrido[4,3-d]pyrimidin-2-yl)-2-(hydroxymethyl)piperazin-1-yl)pyrimidine-5-carboxylic acid